5-Benzyloxypentan-1-al C(C1=CC=CC=C1)OCCCCC=O